NC1=NC=NC=2N(C3=C(C=C(C=C3C21)C2=CC=NC=C2)C)CC(=O)N2C1CC1CC2C(=O)NC2=NC(=CC=C2)Br 2-(2-(4-amino-8-methyl-6-(pyridin-4-yl)-9H-pyrimido[4,5-b]indol-9-yl)acetyl)-N-(6-bromopyridin-2-yl)-2-azabicyclo[3.1.0]hexane-3-carboxamide